(S)-2-((4-(4-Fluoro-3-((1-methyl-1H-indazol-5-yl)methoxy)phenyl)piperidin-1-yl)methyl)-1-(oxetan-2-ylmethyl)-1H-benzo[d]imidazole-6-carboxylic acid FC1=C(C=C(C=C1)C1CCN(CC1)CC1=NC2=C(N1C[C@H]1OCC1)C=C(C=C2)C(=O)O)OCC=2C=C1C=NN(C1=CC2)C